C(C)(C)N(C(C(=O)C1=CNC2=CC(=CC(=C12)OC)C)=O)C(C)C N,N-diisopropyl-2-(4-methoxy-6-methyl-1H-indol-3-yl)-2-oxoacetamide